2-(3-Fluoro-4-((5-fluoro-3-(6-(4-formylphenyl)-7H-pyrrolo[2,3-d]pyrimidin-4-yl)-2-methylphenyl)carbamoyl)phenyl)propan-2-yl bis(tert-butoxycarbonyl)glycinate C(C)(C)(C)OC(=O)N(CC(=O)OC(C)(C)C1=CC(=C(C=C1)C(NC1=C(C(=CC(=C1)F)C=1C2=C(N=CN1)NC(=C2)C2=CC=C(C=C2)C=O)C)=O)F)C(=O)OC(C)(C)C